C1(CC1)S(=O)(=O)NC1=NC=CC(=N1)C(C(=O)NC1=NC=C(C=C1)C1=NC(=CN=C1)C1CC1)(C)C 2-(2-(cyclopropanesulfonylamino)pyrimidin-4-yl)-N-(5-(6-cyclopropylpyrazin-2-yl)pyridin-2-yl)-2-methylpropanamide